perfluoro (propyl)vinyl ether C(CC)C=COF